O1C(CCCC1)CCO 2-(oxacyclohex-2-yl)ethan-1-ol